BrC=1C=C2C(=CNC2=CC1)CC(COC(C)=O)(C)C acetic acid 3-(5-bromo-1H-indol-3-yl)-2,2-dimethylpropyl ester